C1(=CC=CC=C1)N(C(=O)N1[C@@H]([C@H]2CC[C@@H](C1)N2C(N([C@H](C)C2=CC=CC=C2)C)=O)C(=O)O)C2=CC=CC=C2 (1R,2S,5S)-3-(diphenylcarbamoyl)-8-(methyl((R)-1-phenylethyl)carbamoyl)-3,8-diazabicyclo[3.2.1]octane-2-carboxylic acid